tert-Butyl 4-(4-(2-aminoethyl)-2-bromophenyl)piperazine-1-carboxylate NCCC1=CC(=C(C=C1)N1CCN(CC1)C(=O)OC(C)(C)C)Br